FC1(CCC(CC1)NC(=O)N1CC=2N=C(SC2C1)N1C2CN(CC1CC2)C)F N-(4,4-difluorocyclohexyl)-2-(3-methyl-3,8-diazabicyclo[3.2.1]octan-8-yl)-4,6-dihydro-5H-pyrrolo[3,4-d]thiazole-5-carboxamide